1-(2-((1R,4aS,4bR,6aS,9S,11aS,11bS,13aS)-9-hydroxy-9,11a,13a-trimethyloctadecahydro-1H-cyclohepta[a]phenanthren-1-yl)-2-oxoethyl)-1H-pyrazole-4-carbonitrile O[C@]1(CC[C@H]2[C@@]([C@H]3CC[C@@]4([C@@H](CCC[C@H]4[C@@H]3CC2)C(CN2N=CC(=C2)C#N)=O)C)(CC1)C)C